FC(C(=O)O)(F)F.CC1=NOC(=C1C1=CC(=C2C=3N([C@H](COC31)C3=NC=CC=C3)C(N2)=O)C2=CC=NN2C)C (4S)-7-(3,5-dimethylisoxazol-4-yl)-9-(1-methyl-1H-pyrazol-5-yl)-4-pyridin-2-yl-4,5-dihydroimidazo[1,5,4-de][1,4]benzoxazin-2(1H)-one 2,2,2-trifluoroacetate